(1S,2R,3S,4R,5S)-4-(2-Chloro-6-((dicyclopropylmethyl)amino)9H-purin-9-yl)-1-(fluoromethyl)bicyclo[3.1.0]hexane-2,3-diol ClC1=NC(=C2N=CN(C2=N1)[C@H]1[C@@H]([C@@H]([C@@]2(C[C@H]12)CF)O)O)NC(C1CC1)C1CC1